NC=1C2=C(N=CN1)C(=NC(=C2)NCC2CC2)C=2C(=C(C=CC2C)O)C (S)-3-(4-amino-6-((cyclopropylmethyl)amino)pyrido[3,4-d]pyrimidin-8-yl)-2,4-dimethylphenol